3-bromo-4-chloro-5-cyclopropyl-7H-pyrrolo[2,3-b]pyridine BrC1=CN=C2NC=C(C(=C21)Cl)C2CC2